CC(C(=O)OCC1=CC=CC=C1)(C)C=1OC(=NN1)C(F)(F)F benzyl 2-methyl-2-(5-(trifluoromethyl)-1,3,4-oxadiazol-2-yl)propanoate